(Z,E)-10,12-Tetradecadienyl acetate C(C)(=O)OCCCCCCCCC\C=C/C=C/C